(3R,4S)-3-cyclopropyl-1-(6-(1,3-dimethyl-1H-pyrazol-4-yl)pyrrolo[1,2-b]pyridazin-4-yl)-4-methyl-2-oxopyrrolidine-3-carbonitrile C1(CC1)[C@]1(C(N(C[C@H]1C)C=1C=2N(N=CC1)C=C(C2)C=2C(=NN(C2)C)C)=O)C#N